COC(C(CC=1C=NN(C1)C)NCC(=O)NC1=C(C=CC(=C1)Cl)N1N=NC(=C1)Cl)=O 2-((2-((5-chloro-2-(4-chloro-1H-1,2,3-triazol-1-yl)phenyl)amino)-2-oxoethyl)amino)-3-(1-methyl-1H-pyrazol-4-yl)propanoic acid methyl ester